[Pd](O)O Palladium hydroxid